3-(4-((5-aminopentyl)thio)-1-oxoisoindolin-2-yl)piperidine-2,6-dione NCCCCCSC1=C2CN(C(C2=CC=C1)=O)C1C(NC(CC1)=O)=O